tert-butyl [2-({(5S)-8-chloro-1-[trans-4-(pyridin-2-yloxy)cyclohexyl]-5,6-dihydro-4H-[1,2,4]triazolo[4,3-a][1]benzazepin-5-yl}amino)-2-oxoethyl]carbamate ClC=1C=CC2=C(C[C@@H](CC=3N2C(=NN3)[C@@H]3CC[C@H](CC3)OC3=NC=CC=C3)NC(CNC(OC(C)(C)C)=O)=O)C1